OC1CN(C1)C(=O)O[C@@H](CN1C(N(C(C2=C1SC(=C2C)C=2OC=CN2)=O)C(C(=O)O)(C)C)=O)C2=CC=CC=C2 2-[1-[(2R)-2-[(3-hydroxyazetidin-1-yl)carbonyloxy]-2-phenylethyl]-5-methyl-6-(1,3-oxazol-2-yl)-2,4-dioxo-1H,2H,3H,4H-thieno[2,3-d]pyrimidin-3-yl]-2-methylpropionic acid